(1S,3Z)-3-[(2E)-2-[(1R,3aS,7aR)-7a-methyl-1-[(2R)-6-methylheptan-2-yl]-2,3,3a,5,6,7-hexahydro-1H-inden-4-ylidene]ethylidene]-4-methylidenecyclohexan-1-ol C[C@@]12CCC/C(/[C@@H]2CC[C@@H]1[C@H](C)CCCC(C)C)=C\C=C/1\C[C@H](CCC1=C)O